methyl 2-(tert-butoxycarbonylamino)-3-(5,6-dihydro-4H-cyclopenta[d]thiazol-4-yl)prop-2-enoate C(C)(C)(C)OC(=O)NC(C(=O)OC)=CC1CCC2=C1N=CS2